8-methyl-8-carboxymethyltetracyclo[4.4.0.12,5.17,10]-3-dodecene CC1(C2C3C4C=CC(C3C(C1)C2)C4)CC(=O)O